CC([C@@H](C(=O)O)N1C([C@]2(CC1)CN(CC2)C(=O)C2[N@@](C2)C(C2=CC=CC=C2)(C2=CC=CC=C2)C2=CC=CC=C2)=O)C (S)-3-methyl-2-((R)-1-oxo-7-((R)-1-tritylaziridine-2-carbonyl)-2,7-diazaspiro[4.4]nonan-2-yl)butanoic acid